3-(4-cyanobenzoyl)coumarin tert-Butyl-(3-(3,5-bis(hydroxymethyl)phenoxy)propyl)(isobutyl)carbamate C(C)(C)(C)OC(N(CC(C)C)CCCOC1=CC(=CC(=C1)CO)CO)=O.C(#N)C1=CC=C(C(=O)C=2C(OC3=CC=CC=C3C2)=O)C=C1